FC=1C(=CC(=C(C1)NN1C(CCCC1=O)=O)OC)N1CCNCC1 ((5-fluoro-2-methoxy-4-(piperazin-1-yl)phenyl)amino)piperidine-2,6-dione